4-Amino-1-(8-chloroisoquinolin-5-yl)-7-iodo-2-oxo-1,2-dihydroquinoline-3-carboxylic acid methyl ester COC(=O)C=1C(N(C2=CC(=CC=C2C1N)I)C1=C2C=CN=CC2=C(C=C1)Cl)=O